(S)-3-(1-amino-1'-(6-amino-5-((2-amino-3-chloropyridin-4-yl)thio)-3-fluoropyrazin-2-yl)-1,3-dihydrospiro[indene-2,4'-piperidin]-6-yl)-N-methylpropiolamide N[C@@H]1C2=CC(=CC=C2CC12CCN(CC2)C2=NC(=C(N=C2F)SC2=C(C(=NC=C2)N)Cl)N)C#CC(=O)NC